6-bromo-3-fluoro-pyridin-2-ol BrC1=CC=C(C(=N1)O)F